ClC1=C(C=C2C=CC(=NC2=C1)C)/C=C/C(=O)OCC Ethyl (E)-3-(7-chloro-2-methylquinolin-6-yl)acrylate